(S)-1-(1-(3-([1,1'-biphenyl]-2-ylethynyl)-1H-indazole-5-carbonyl)pyrrolidin-3-yl)-N,N-dimethylpiperidine-4-carboxamide C1(=C(C=CC=C1)C#CC1=NNC2=CC=C(C=C12)C(=O)N1C[C@H](CC1)N1CCC(CC1)C(=O)N(C)C)C1=CC=CC=C1